2-(morpholinosulfonyl)aniline O1CCN(CC1)S(=O)(=O)C1=C(N)C=CC=C1